CS(=O)(=O)OC1(CN(CC1)C(=O)OC(C)(C)C)C(=O)OC O1-tert-butyl O3-methyl 3-methylsulfonyloxypyrrolidine-1,3-dicarboxylate